(S)-4-((2-((1-(6-(2-(diisopropylcarbamoyl)-4-fluorophenoxy)-1,2,4-triazine-5-yl)pyrrolidin-3-yl)methyl)-2,7-diazaspiro[3.5]nonan-7-yl)sulfonyl)-1,4-diazepane C(C)(C)N(C(=O)C1=C(OC2=C(N=CN=N2)N2C[C@@H](CC2)CN2CC3(C2)CCN(CC3)S(=O)(=O)N3CCNCCC3)C=CC(=C1)F)C(C)C